2-chloro-3-methyl-8-(1-methyl-1H-pyrazol-4-yl)-3H-imidazo[4,5-f]quinoxaline ClC=1N(C=2C(=C3N=C(C=NC3=CC2)C=2C=NN(C2)C)N1)C